FC1=C(C(=NN1C1=CC=C(C=C1)F)OC)C(F)(F)F 5-fluoro-1-(4-fluorophenyl)-3-methoxy-4-trifluoromethylpyrazole